[Cl-].[Mg+2].[OH-].[Al+3] aluminum hydroxide magnesium chloride